4-(6-(1-methyl-1H-pyrazol-4-yl)pyrazolo[1,5-a]pyridin-3-yl)-N-((2-methylbenzo[d]thiazol-5-yl)methyl)piperazine-1-carboxamide CN1N=CC(=C1)C=1C=CC=2N(C1)N=CC2N2CCN(CC2)C(=O)NCC=2C=CC1=C(N=C(S1)C)C2